N-{(2S,3R,4S)-4-fluoro-1-(2-hydroxy-2-methylpropanoyl)-2-[(2,3',5'-trifluoro[1,1'-biphenyl]-3-yl)methyl]pyrrolidin-3-yl}-cyclopropanesulfonamide F[C@@H]1[C@@H]([C@@H](N(C1)C(C(C)(C)O)=O)CC=1C(=C(C=CC1)C1=CC(=CC(=C1)F)F)F)NS(=O)(=O)C1CC1